4-(aminomethyl)-6-[1-methyl-5-(1-methyl-5-oxo-7,8-dihydro-6H-indolizin-3-yl)pyrazol-4-yl]-2H-phthalazin-1-one NCC1=NNC(C2=CC=C(C=C12)C=1C=NN(C1C1=CC(=C2CCCC(N12)=O)C)C)=O